4-(2'-fluoro-[1,1'-biphenyl]-4-yl)butyric acid FC1=C(C=CC=C1)C1=CC=C(C=C1)CCCC(=O)O